CN1C2CN(CC(C1)CC2)CC(=O)N 2-{6-methyl-3,6-diazabicyclo[3.2.2]non-3-yl}acetamide